6-((1-(tert-butoxycarbonyl)piperidin-4-yl)thio)pyrimidine-4-carboxylic acid methyl ester COC(=O)C1=NC=NC(=C1)SC1CCN(CC1)C(=O)OC(C)(C)C